C(C1=CC=CC=C1)(=O)N1CCC(CC1)CCCCNC(=O)C1=CC=2C=NC=CC2N1 N-[4-(1-benzoylpiperidin-4-yl)butyl]-1H-pyrrolo[3,2-c]pyridine-2-carboxamide